4-[2-[5-amino-8-(2,6-dimethyl-4-pyridinyl)-3-oxo-7-phenyl-[1,2,4]triazolo[4,3-c]pyrimidin-2-yl]ethyl]benzoic acid methyl ester COC(C1=CC=C(C=C1)CCN1N=C2N(C(=NC(=C2C2=CC(=NC(=C2)C)C)C2=CC=CC=C2)N)C1=O)=O